2-fluoro-4-{[2-(morpholin-4-yl)pyridin-4-yl]oxy}aniline FC1=C(N)C=CC(=C1)OC1=CC(=NC=C1)N1CCOCC1